2-(4-(2-(4-((3,3-difluoropyrrolidin-1-yl)methyl)phenyl)furo[3,2-b]pyridin-7-yl)pyridin-2-yl)propan-2-ol FC1(CN(CC1)CC1=CC=C(C=C1)C1=CC2=NC=CC(=C2O1)C1=CC(=NC=C1)C(C)(C)O)F